FC1=C(N=C2N1C=C(C=C2F)NC(=O)C2=CC=C(C1=CN(N=C21)CC)N2CCN(CC2)C(=O)OC(C)(C)C)C tert-butyl 4-[7-({3,8-difluoro-2-methylimidazo[1,2-a]pyridin-6-yl} carbamoyl)-2-ethylindazol-4-yl]piperazine-1-carboxylate